ClC=1C=CC(=C(C1)C1=CC(=C(N=N1)SCCO)NC1=CC(=NC=C1)NC(=O)[C@@H]1C[C@@H](C1)N1CCN(CC1)C)F Cis-N-(4-{[6-(5-chloro-2-fluorophenyl)-3-[(2-hydroxyethyl)sulfanyl]pyridazin-4-yl]amino}pyridin-2-yl)-3-(4-methylpiperazin-1-yl)cyclobutane-1-carboxamide